Ethyl (Z)-bicyclo[6.1.0]non-4-ene-9-carboxylate C12CC\C=C/CCC2C1C(=O)OCC